CC(CNC(COCCOCCOCCOCCOCC(=O)O)=O)(C)C 20,20-dimethyl-17-oxo-3,6,9,12,15-pentaoxa-18-azahenicosanoic acid